C1NCCCC12CCN(CC2)C(=O)C2=C(C=C(C=C2)NC=2C=1N(C=CN2)C(=CN1)C1=CC=C(C=C1)OC(F)F)C 2,9-diazaspiro[5.5]undecan-9-yl-[4-[[3-[4-(difluoromethoxy)phenyl]imidazo[1,2-a]pyrazin-8-yl]amino]-2-methylphenyl]methanone